ClC=1C=2N(C=C(C1)C=1N=C3N(C(C1)=O)C=C(C=C3)N3C[C@H](N[C@H](C3)C)C)C=C(N2)C 2-(8-chloro-2-methylimidazo[1,2-a]pyridin-6-yl)-7-[(3R,5S)-3,5-dimethylpiperazin-1-yl]-4H-pyrido[1,2-a]pyrimidin-4-one